1-(bromomethyl)-4-methoxymethylsulfonylbenzene BrCC1=CC=C(C=C1)S(=O)(=O)COC